CCCCCC(=O)OCCCC N-butyl n-hexanoate